N-(1,2,4-oxadiazol-3-yl)-1H-indazole-1-sulfonamide O1N=C(N=C1)NS(=O)(=O)N1N=CC2=CC=CC=C12